NC[C@@H]1CC[C@H](O1)C(=O)N1[C@H](C2=CC=CC=C2CC1)C1=CC=C(C=C1)F ((2S,5S)-5-(aminomethyl)tetrahydrofuran-2-yl)((S)-1-(4-fluorophenyl)-3,4-dihydroisoquinolin-2(1H)-yl)methanone